N-cyclohexyl-2-[[5-[5-(trifluoromethyl)-1,2,4-oxadiazol-3-yl]-2-thienyl]methyl]pyrazole-3-carboxamide C1(CCCCC1)NC(=O)C=1N(N=CC1)CC=1SC(=CC1)C1=NOC(=N1)C(F)(F)F